L-Valine, (2R,3R,11bR)-1,3,4,6,7,11b-hexahydro-9,10-dimethoxy-3-(2-methylpropyl)-2H-benzo(a)quinolizin-2-yl ester N[C@@H](C(C)C)C(=O)O[C@H]1[C@@H](CN2CCC3=C([C@H]2C1)C=C(C(=C3)OC)OC)CC(C)C